(Z)-2-(4-((6-chloro-1H-indol-3-yl)methylene)-2,5-dioxoimidazolidin-1-yl)-2-(3,4-difluorophenyl)-N-(2-hydroxyethyl)acetamide phenanthren-2-yl-2-methylbenzoate C1=C(C=CC=2C3=CC=CC=C3C=CC12)OC(C1=C(C=CC=C1)C)=O.ClC1=CC=C2C(=CNC2=C1)\C=C\1/NC(N(C1=O)C(C(=O)NCCO)C1=CC(=C(C=C1)F)F)=O